N1(CCCCC1)S(=O)(=O)C1=CC=C(C=C1)CNC(=O)C1=CC=2C(=CN=CC2)N1 N-{[4-(piperidine-1-sulfonyl)phenyl]methyl}-1H-pyrrolo[2,3-c]pyridine-2-carboxamide